C(#N)[C@@]1(COCC2=CC=C(C=C12)C(=O)NCC1=NC=C2C=CC(=NC2=C1)N1N=C(C(=C1)F)C)C (R)-4-cyano-N-((2-(4-fluoro-3-methyl-1H-pyrazol-1-yl)-1,6-naphthyridin-7-yl)methyl)-4-methyl-isochroman-6-carboxamide